O1CCN(CC1)C=1C(=CC2=CN(N=C2C1)CCOCC(=O)N)[N+](=O)[O-] 2-(2-(6-morpholino-5-nitro-2H-indazol-2-yl)ethoxy)acetamide